Cl.N[C@@H]1CCCC2=CC(=CC=C12)C#N (1R)-1-aminotetralin-6-carbonitrile hydrochloride